7-chloro-9H-indeno[1,2-b]pyrazine ClC1=CC=2CC=3C(=NC=CN3)C2C=C1